4,5-dichloro-2-(4-methoxybenzyl)pyridazin-3-one ClC=1C(N(N=CC1Cl)CC1=CC=C(C=C1)OC)=O